L-2,2-bis(3-amino-4-hydroxyphenyl)hexafluoropropane Gadolinium-iron [Fe].[Gd].NC=1C=C(C=CC1O)C(C(F)(F)F)(C(F)(F)F)C1=CC(=C(C=C1)O)N